CC(CCCC=CC)C(=O)OC(C)(C)C Tert-butyl oct-6-ene-2-carboxylate